C(\C=C\C1=CC=C(C=C1)O)C(C(=O)O)(C)N coumaryl-aminopropionic acid